ClC(C)C1=CC2=C(OC(O2)(F)F)C=C1 5-(1-Chloroethyl)-2,2-difluorobenzo[d][1,3]dioxole